3-(4-Carboxyphenyl)-4-methyl-5-phenyl-1H-pyrrol C(=O)(O)C1=CC=C(C=C1)C1=CNC(=C1C)C1=CC=CC=C1